N-(5-Bromo-2-(4-methylpiperidin-1-yl)pyridin-3-yl)methanesulfonamide BrC=1C=C(C(=NC1)N1CCC(CC1)C)NS(=O)(=O)C